C(C)C(C(=O)[O-])CCCC.[Cu+2].C(C)C(C(=O)[O-])CCCC copper (II) 2-ethylhexanoate